2,2'-bis(4-carbazolylphenyl)biphenyl C1(=CC=CC=2C3=CC=CC=C3NC12)C1=CC=C(C=C1)C1=C(C=CC=C1)C1=C(C=CC=C1)C1=CC=C(C=C1)C1=CC=CC=2C3=CC=CC=C3NC12